(R,S)-1,3-butandiol C(C[C@@H](C)O)O